C(C)(C)(C)OC(=O)NC(C(=O)NC1=CC=C(C(=O)O)C=C1)C1=CC=CC=C1 4-(2-((tert-Butoxycarbonyl)amino)-2-phenylacetylamino)benzoic acid